3-[5-[4-[(2R)-3-(4-bromophenyl)-2-hydroxy-propyl]piperazin-1-yl]-1-oxo-isoindolin-2-yl]piperidine-2,6-dione BrC1=CC=C(C=C1)C[C@H](CN1CCN(CC1)C=1C=C2CN(C(C2=CC1)=O)C1C(NC(CC1)=O)=O)O